The molecule is an alkylglucosinolic acid that consists of 1-thio-beta-D-glucopyranose attached to a 3-methyl-N-(sulfooxy)pentanimidoyl group at the anomeric sulfur. It is a conjugate acid of a 2-methylbutylglucosinolate. CCC(C)C/C(=N/OS(=O)(=O)O)/S[C@H]1[C@@H]([C@H]([C@@H]([C@H](O1)CO)O)O)O